((1r,4r)-4-morpholinocyclohexyl)-pyrimidin-2-amine O1CCN(CC1)C1CCC(CC1)C1=NC(=NC=C1)N